6-[(4-acetylpiperazin-1-yl)methyl]-2-[(2R)-3-(3,4-dihydro-1H-isoquinolin-2-yl)-2-hydroxy-propyl]-3,4-dihydroisoquinolin-1-one C(C)(=O)N1CCN(CC1)CC=1C=C2CCN(C(C2=CC1)=O)C[C@@H](CN1CC2=CC=CC=C2CC1)O